1-(9,9-dibutyl-9H-fluoren-2-yl)-2-methyl-2-morpholinopropan-1-one C(CCC)C1(C2=CC=CC=C2C=2C=CC(=CC12)C(C(C)(N1CCOCC1)C)=O)CCCC